Cobalt-Aluminium-Oxid [O-2].[Al+3].[Co+2]